2-isopropyl-5-methoxy-3-methyl-2H-benzo[g]indazole C(C)(C)N1N=C2C3=C(C(=CC2=C1C)OC)C=CC=C3